S1C2=C(C=C1)C(C1=C2SC=C1)=O 4H-cyclopenta[2,1-b:3,4-b']dithiophene-4-one